2-(1-(Cyclopropylmethyl)-7-(2-methoxyphenyl)-2-(1,2,5,6-tetrahydropyridin-3-yl)-1H-indol-5-yl)(4-(5-fluoro-3-methoxypyridin-2-yl)piperazin-1-yl)methanone C1(CC1)CN1C(=CC2=CC(=CC(=C12)C1=C(C=CC=C1)OC)C1N(CCN(C1)C1=NC=C(C=C1OC)F)C=O)C=1CNCCC1